4,4''-bis(3,6-diphenyl-9H-carbazol-9-yl)-5'-(4,6-diphenylpyrimidin-2-yl)-[1,1':3',1''-terphenyl]-2'-carbonitrile C1(=CC=CC=C1)C=1C=CC=2N(C3=CC=C(C=C3C2C1)C1=CC=CC=C1)C1=CC=C(C=C1)C1=C(C(=CC(=C1)C1=NC(=CC(=N1)C1=CC=CC=C1)C1=CC=CC=C1)C1=CC=C(C=C1)N1C2=CC=C(C=C2C=2C=C(C=CC12)C1=CC=CC=C1)C1=CC=CC=C1)C#N